2-benzyl 1-(tert-butyl) (2S,4R)-4-fluoro-4-((((E)-8-methoxy-8-oxooct-2-en-1-yl)oxy)methyl)pyrrolidine-1,2-dicarboxylate F[C@@]1(C[C@H](N(C1)C(=O)OC(C)(C)C)C(=O)OCC1=CC=CC=C1)COC\C=C\CCCCC(=O)OC